CN(CCOC=1C=CC(=C(C(=O)NC2(CC2)C2=CC(=CC(=C2)C=2C=NN(C2)C)C=2C=NN(C2)C(C)C)C1)C)C 5-(2-(dimethylamino)ethoxy)-N-(1-(3-(1-isopropyl-1H-pyrazol-4-yl)-5-(1-methyl-1H-pyrazol-4-yl)phenyl)cyclopropyl)-2-methylbenzamide